CC=1N=CN(C1C)C=C 4,5-dimethyl-1-vinylimidazole